2-[6-[(4aS,8aR)-6-ethyl-3,4a,5,7,8,8a-hexahydro-2H-pyrido[4,3-b][1,4]oxazin-4-yl]-4-methyl-pyridazin-3-yl]-5-methyl-phenol C(C)N1C[C@H]2[C@H](OCCN2C2=CC(=C(N=N2)C2=C(C=C(C=C2)C)O)C)CC1